5-amino-N-((6-bromopyridin-2-yl)methyl)-7-fluoroimidazo[1,2-c]quinazoline-2-carboxamide NC1=NC=2C(=CC=CC2C=2N1C=C(N2)C(=O)NCC2=NC(=CC=C2)Br)F